2-(6-chloro-5-methoxy-3-(1H-pyrazol-4-yl)-2-(5-(trifluoromethyl)-1H-1,2,4-triazol-3-yl)-1H-indol-1-yl)ethan-1-ol ClC1=C(C=C2C(=C(N(C2=C1)CCO)C1=NNC(=N1)C(F)(F)F)C=1C=NNC1)OC